C[C@H]1CCC=2[C@H](CC[C@H](CC12)C(=C)C)C (1s,4s,7r)-1,4-dimethyl-7-(prop-1-en-2-yl)-1,2,3,4,5,6,7,8-octahydroazulene